6-(5-isopropyl-3-(4-(pyrrolidin-1-yl)cyclohexyl)-1H-indazol-6-yl)-8-methyl-[1,2,4]triazolo[1,5-a]pyridine C(C)(C)C=1C=C2C(=NNC2=CC1C=1C=C(C=2N(C1)N=CN2)C)C2CCC(CC2)N2CCCC2